S1C=NC=2C1=COC2 furo[3,4-d]thiazole